2-fluoro-4-isothiocyanato-1-methoxybenzene FC1=C(C=CC(=C1)N=C=S)OC